NCCC1=NN(C=C1)C=1CN2C(NC(C1)C2)=O 3-[3-(2-aminoethyl)pyrazol-1-yl]-7-oxo-1,6-diazabicyclo[3.2.1]oct-3-en